ClCCCC1=CC(=CC=C1)F (S)-3-chloro-1-(3-fluorophenyl)propane